BrC1=CC=C(C=C1)C1=CC=C(C=C1)OC1=C(N=NN1)C(=O)O 5-((4'-bromo-[1,1'-biphenyl]-4-yl)oxy)-1H-1,2,3-triazole-4-carboxylic acid